N-(tert-butyl)-3-((2-((6-(4-((2-(2,6-dioxopiperidin-3-yl)-6-fluoro-1-oxoisoindolin-5-yl)methyl)piperazin-1-yl)pyridazin-3-yl)amino)-5-methylpyrimidin-4-yl)amino)benzenesulfonamide C(C)(C)(C)NS(=O)(=O)C1=CC(=CC=C1)NC1=NC(=NC=C1C)NC=1N=NC(=CC1)N1CCN(CC1)CC=1C=C2CN(C(C2=CC1F)=O)C1C(NC(CC1)=O)=O